thiolinic acid S1C(=CCC1)C(=O)O